N-(4,8-dimethyl-2-oxo-1H-quinolin-6-yl)-2-morpholino-5,7-dihydrofuro[3,4-b]pyridine-3-carboxamide CC1=CC(NC2=C(C=C(C=C12)NC(=O)C=1C=C2C(=NC1N1CCOCC1)COC2)C)=O